4-((1R,5S)-3,8-diazabicyclo[3.2.1]octan-8-yl)-2-(((S)-1-methylpyrrolidin-2-yl)methoxy)-7-(3-nitronaphthalen-1-yl)quinazoline [C@H]12CNC[C@H](CC1)N2C2=NC(=NC1=CC(=CC=C21)C2=CC(=CC1=CC=CC=C21)[N+](=O)[O-])OC[C@H]2N(CCC2)C